O[C@H]1[C@H](O[C@@]2([C@@H](CCO2)NC(=O)C2=CC3=C(S2)C=CC=C3)[C@@H]([C@H]1N1N=NC(=C1)C1=CC(=C(C(=C1)F)F)F)O)CO N-((4R,5S,7R,8R,9S,10R)-8,10-dihydroxy-7-(hydroxymethyl)-9-(4-(3,4,5-Trifluorophenyl)-1H-1,2,3-triazol-1-yl)-1,6-dioxaspiro[4.5]decan-4-yl)benzo[b]thiophene-2-carboxamide